N-(4-methoxybenzyl)phthalazin-1-amine COC1=CC=C(CNC2=NN=CC3=CC=CC=C23)C=C1